tert-Butyl 3-(4-ethoxy-4-oxobutan-2-yl)azetidine-1-carboxylate C(C)OC(CC(C)C1CN(C1)C(=O)OC(C)(C)C)=O